2-methylpent-3-yn-2-amine CC(C)(C#CC)N